(2-(2-(2-(2-methoxyethoxy)ethoxy)ethoxy)ethyl) bromofluorophosphate P(=O)(OCCOCCOCCOCCOC)(F)Br